[6-[2-(2,2-dimethylpropyl)tetrazol-5-yl]-5-methyl-3-pyridyl]-[4-(5-methyloxazolo[4,5-b]pyridin-2-yl)piperazin-1-yl]methanone CC(CN1N=C(N=N1)C1=C(C=C(C=N1)C(=O)N1CCN(CC1)C=1OC=2C(=NC(=CC2)C)N1)C)(C)C